(S)-5-amino-4-(5-(((1R,2R,3S)-2-((tert-butoxycarbonyl) amino)-3-hydroxycyclohexyl) methyl)-1-oxoisoindolin-2-yl)-5-oxopentanoate NC([C@H](CCC(=O)[O-])N1C(C2=CC=C(C=C2C1)C[C@@H]1[C@H]([C@H](CCC1)O)NC(=O)OC(C)(C)C)=O)=O